CN1CCN(CC1)C(=O)O[C@H]1/C=C/[C@@H]([C@H](OC(C[C@@H](CC[C@@]1(C)O)O)=O)\C(\C)=C\C=C\[C@@H](C)C1=NC=CC=C1)C (2S,3S,6S,7R,10R,E)-7,10-dihydroxy-3,7-dimethyl-12-oxo-2-((R,2E,4E)-6-(pyridin-2-yl)hepta-2,4-dien-2-yl)oxacyclododec-4-en-6-yl 4-methylpiperazine-1-carboxylate